5-(1-fluoro-3-hydroxy-7-{2-[(2-methoxyethyl)(methyl)amino]ethoxy}naphthalen-2-yl)-1λ6,2,5-thiadiazolidine-1,1,3-trione FC1=C(C(=CC2=CC=C(C=C12)OCCN(C)CCOC)O)N1CC(NS1(=O)=O)=O